3-iodo-4-(trifluoromethyl)-1H-pyrrolo[3,2-c]pyridine IC1=CNC2=C1C(=NC=C2)C(F)(F)F